C(C)(C)OC(C=C)=O acrylic acid isopropyl ester